NC1=NC=C(C(=N1)C1=CC=C(C=C1)NC1=NC(=NC=C1)NC1CC1)C N4-(4-(2-amino-5-methylpyrimidin-4-yl)phenyl)-N2-cyclopropylpyrimidine-2,4-diamine